Cl.NCC=1C=C(C=CC1)C1=NN(C(C2=CC=CC=C12)=O)C 4-(3-(aminomethyl)phenyl)-2-methylphthalazin-1(2H)-one hydrochloride